FC1=C2C(=NC(=C1)C)NC(=C2)C(=O)NC2C1(CCC(C2)C1(C)C)C 4-fluoro-6-methyl-N-(1,7,7-trimethylnorbornan-2-yl)-1H-pyrrolo[2,3-b]pyridine-2-carboxamide